2-methoxy-4-(4-hydroxymethyl-piperidin-1-yl)aniline COC1=C(N)C=CC(=C1)N1CCC(CC1)CO